(6aR,9R)-9-methyl-3-(trifluoromethyl)-6a,7,9,10-tetrahydropyrazino[1,2-d]pyrido[3,2-b][1,4]oxazine-8(6H)-carboxylate C[C@H]1N(C[C@H]2N(C3=C(OC2)C=C(C=N3)C(F)(F)F)C1)C(=O)[O-]